2-(5-(((5-cyclopropyl-7-(5,5-difluorotetrahydro-2H-pyran-3-yl)-5H-pyrrolo[3,2-d]pyrimidin-2-yl)thio)methyl)-2-fluorophenyl)acetic acid C1(CC1)N1C=C(C=2N=C(N=CC21)SCC=2C=CC(=C(C2)CC(=O)O)F)C2COCC(C2)(F)F